C(C)(C)(C)OC(=O)N1C[C@H](CC1)OC1=C(C=C(C(=O)N2CCN(CC2)C(=O)C=2C=C(C=C(C2)F)N2CCN(CC2)C(=O)OC(C)(C)C)C=C1)C1CCC(CC1)C tert-butyl (S)-4-(3-(4-(4-((1-(tert-butoxycarbonyl)pyrrolidin-3-yl)oxy)-3-(4-methylcyclohexyl)benzoyl)piperazine-1-carbonyl)-5-fluorophenyl)piperazine-1-carboxylate